FC1=C(C(=CC2=CN(N=C12)C)C1=NC2=CC=C(C=C2N=C1)N1CCC(CC1)N(C)C)OCOC 1-{2-[7-fluoro-6-(methoxymethoxy)-2-methylindazol-5-yl]quinoxalin-6-yl}-N,N-dimethylpiperidin-4-amine